bis{4-[bis(4-methoxyphenyl)sulfonio]phenyl}sulfide COC1=CC=C(C=C1)[S+](C1=CC=C(C=C1)SC1=CC=C(C=C1)[S+](C1=CC=C(C=C1)OC)C1=CC=C(C=C1)OC)C1=CC=C(C=C1)OC